C(C)(C)(C)C1C(N(CCN1C(=O)O)C(=O)O)(CC=O)C(C)(C)C Di-tert-butyl-2-(2-oxoethyl)piperazine-1,4-dicarboxylic acid